1-(4-{5-amino-6-[1-(2-chloro-3,6-difluoro-phenyl)-ethoxy]-pyrazin-2-yl}-phenyl)-3-(2-morpholin-4-yl-ethyl)-urea NC=1N=CC(=NC1OC(C)C1=C(C(=CC=C1F)F)Cl)C1=CC=C(C=C1)NC(=O)NCCN1CCOCC1